N-((R)-8-(5-((5-chloro-3-(2-methoxyethyl)-4-oxo-3,4-dihydroquinazolin-6-yl)thio)Pyrazin-2-yl)-8-azaspiro[4.5]decan-1-yl)-2-methylpropane-2-sulfinamide ClC1=C2C(N(C=NC2=CC=C1SC=1N=CC(=NC1)N1CCC2(CCC[C@H]2NS(=O)C(C)(C)C)CC1)CCOC)=O